[Si](C)(C)(C(C)(C)C)OCC=1C=[N+](C2=CC=C(C=C2C1)C(=O)OC)[O-] 3-(((tert-butyldimethylsilyl)oxy)methyl)-6-(methoxycarbonyl)quinoline-1-oxide